C(#N)C=1C=C(C=CC1F)NC(=O)C1=C(N(C(=C1C)C(C(=O)NC1(CC(C1)O)C)=O)C)C N-(3-cyano-4-fluorophenyl)-5-(2-((3-hydroxy-1-methylcyclobutyl)amino)-2-oxoacetyl)-1,2,4-trimethyl-1H-pyrrole-3-carboxamide